ClC=1C=CC2=C(C=C(CO2)C2=NOC(=N2)C2=C(C=CC(=C2)[N+](=O)[O-])Cl)C1 3-(6-chloro-2H-benzopyran-3-yl)-5-(2-chloro-5-nitrophenyl)-1,2,4-oxadiazole